5,6-dimethyl-2,3-dihydro-pyrazine CC1=NCCN=C1C